9-((2,4-difluorophenyl)sulfonyl)-6-oxa-2,9-diazaspiro[4.5]decane FC1=C(C=CC(=C1)F)S(=O)(=O)N1CCOC2(CCNC2)C1